4-methyl-5-[3-methyl-7-[[6-(2,2,3,3,5,5,6,6-octadeuteriomorpholin-4-yl)pyridazin-3-yl]amino]imidazo[4,5-b]pyridin-5-yl]oxy-pyridine-2-carbonitrile CC1=CC(=NC=C1OC1=CC(=C2C(=N1)N(C=N2)C)NC=2N=NC(=CC2)N2C(C(OC(C2([2H])[2H])([2H])[2H])([2H])[2H])([2H])[2H])C#N